N'-(4-((1-(4-cyanophenyl)-1H-pyrazol-3-yl)oxy)-2,5-dimethylphenyl)-N-isopentyl-formamidine C(#N)C1=CC=C(C=C1)N1N=C(C=C1)OC1=CC(=C(C=C1C)N=CNCCC(C)C)C